5-(4-((S)-2-(4-chlorophenyl)-3-(isopropylamino)propionyl)piperazin-1-yl)-4-methyl-1,4-dihydro-2H-pyrimido[4,5-d][1,3]oxazin-2-one formate salt C(=O)O.ClC1=CC=C(C=C1)[C@H](C(=O)N1CCN(CC1)C1=NC=NC=2NC(OC(C21)C)=O)CNC(C)C